BrC1=CC(=CC2=C1OCO2)C(C)=O 1-(7-bromobenzo[d][1,3]dioxol-5-yl)ethan-1-one